NCC1NC(C2=CC=C(C=C12)C=1C=NN(C1C1=C(C2=C(S1)C=CC=C2)C#N)C)=O 2-(4-(3-(aminomethyl)-1-oxoisoindolin-5-yl)-1-methyl-1H-pyrazol-5-yl)benzo[b]thiophene-3-carbonitrile